2-methyl-6-vinyl-pyridine 2,4-dihydroxypyrimidine-5-carboxylate OC1=NC=C(C(=N1)O)C(=O)O.CC1=NC(=CC=C1)C=C